ClC1=CC=C(C=C1)C1=C(CC(CC1)(C)C)CN1C[C@@H]2COCC3=C(N2CC1)C=CC(=C3)C(=O)O |r| (±)-3-((4'-chloro-4,4-dimethyl-3,4,5,6-tetrahydro-[1,1'-biphenyl]-2-yl)methyl)-1,2,3,4,4a,5-hexahydro-7H-benzo[e]pyrazino[2,1-c][1,4]oxazepine-9-carboxylic acid